ClC1=C(C=CC=C1)C1=C(C=NN1)C(=O)NC1=NC=CC(=C1)C(F)(F)F 5-(2-chlorophenyl)-N-(4-(trifluoromethyl)pyridin-2-yl)-1H-pyrazole-4-carboxamide